1-(1-Oxo-1,2-dihydroisochinolin-5-yl)-N-(pyridin-4-yl)-5-(trifluoromethyl)-1H-pyrazol-4-carboxamid O=C1NC=CC2=C(C=CC=C12)N1N=CC(=C1C(F)(F)F)C(=O)NC1=CC=NC=C1